N1(N=NC2=C1C=CC=C2)O[P+](N2CCCC2)(N2CCCC2)N2CCCC2 (benzotriazol-1-yl-oxy)-tripyrrolidinylphosphonium